(3R,4S)-1-[(tert-butoxy)carbonyl]-3-fluoropiperidine-4-carboxylic acid C(C)(C)(C)OC(=O)N1C[C@@H]([C@@H](CC1)C(=O)O)F